[C-]#N.C(CCCCCCCCC)[N+]1=C(C=CC=C1)C 1-decyl-2-Methylpyridinium cyanide